4-[[dimethyl(oxo)-λ6-sulfanylidene]amino]-3-fluoro-aniline CS(=O)(C)=NC1=C(C=C(N)C=C1)F